FC(C1=CC=CC=2N1N=C(C2)[C@@H]2N(CCC1=C2N=CN1)C1=NC=C(C=C1)C(F)(F)F)F (R)-4-(7-(difluoromethyl)pyrazolo[1,5-a]pyridin-2-yl)-5-(5-(trifluoromethyl)pyridin-2-yl)-4,5,6,7-tetrahydro-1H-imidazo[4,5-c]pyridine